NCCCO[Si](OC)(OC)CCCN 2-aminoethyl-3-amino-propyltrimethoxysilan